2-aminocyclohexan NC1CCCCC1